C(C)(=O)N[C@H]1[C@H](O[C@@H]([C@@H]([C@@H]1O)O)CO)CCCCCCOCCOCCNC(OC(C)(C)C)=O tert-butyl (2-(2-((6-((2R,3R,4R,5R,6R)-3-acetamido-4,5-dihydroxy-6-(hydroxymethyl)tetrahydro-2H-pyran-2-yl)hexyl)oxy)ethoxy)ethyl)carbamate